2-Fluoro-7-methoxynaphthalen-1-yl trifluoromethanesulfonate FC(S(=O)(=O)OC1=C(C=CC2=CC=C(C=C12)OC)F)(F)F